N-(3-chloro-5-(methylsulfonyl)phenyl)-1-methyl-5-(5-(4-pivaloylpiperazin-1-yl)pyridin-2-yl)-1H-pyrrole-3-carboxamide ClC=1C=C(C=C(C1)S(=O)(=O)C)NC(=O)C1=CN(C(=C1)C1=NC=C(C=C1)N1CCN(CC1)C(C(C)(C)C)=O)C